ClC=1C=C(C=CC1Cl)C=1N(C(=CC(C1C(=O)O)=O)CN1N=NC(=C1)C(F)(F)F)CC 2-(3,4-dichlorophenyl)-1-ethyl-4-oxo-6-[[4-(trifluoromethyl)triazol-1-yl]methyl]pyridine-3-carboxylic acid